C1(=CC=C(C=C1)C(C=1C(=C(SC1C)C)C(=O)NC1CC2(CC(C2)C(=O)O)C1)OC)C1=CC=CC=C1 6-(4-([1,1'-biphenyl]-4-yl(methoxy)methyl)-2,5-dimethylthiophene-3-carboxamido)spiro[3.3]heptane-2-carboxylic acid